n-Butyl (E)-7,9-decadienoate CCCCOC(=O)CCCCCC=CC=C